C1(CC1)C([C@@H](C(=O)NC1=NC(=C(C=C1)C=1C(=[N+](C=C(C1)C)[O-])C)F)NC(=O)C1=NON=C1C)C1CC1 N-[(1S)-1-(dicyclopropylmethyl)-2-[[5-(2,5-dimethyl-1-oxido-pyridin-1-ium-3-yl)-6-fluoro-2-pyridyl]amino]-2-oxo-ethyl]-4-methyl-1,2,5-oxadiazole-3-carboxamide